FC(C=1C=C(C=CC1C(F)(F)F)NC(NCCOCCCCCCCOCC(=O)O)=O)(F)F 2-((7-(2-(3-(3,4-bis(trifluoromethyl)phenyl)ureido)ethoxy)heptyl)oxy)acetic acid